N-(3-carbamoyl-1-methyl-1H-pyrazol-4-yl)-2'-((2-methoxyethyl)amino)-[2,4-bipyridine]-6-carboxamide C(N)(=O)C1=NN(C=C1NC(=O)C1=CC=CC(=N1)C1=CC(=NC=C1)NCCOC)C